2,6-difluoro-4-{[4-(4-pentylphenyl)phenyl]ethynyl}aniline FC1=C(N)C(=CC(=C1)C#CC1=CC=C(C=C1)C1=CC=C(C=C1)CCCCC)F